C(#N)C(C(=O)OC)(C)C Methyl 2-cyano-2-methyl-propionate